N1=CC(=CC=C1)CC1N2CCC(C1OC1=CC=C(N=N1)C1=CC3=C(N=C(S3)N)C=C1)CC2 6-[6-[2-(3-pyridylmethyl)quinuclidin-3-yl]oxypyridazin-3-yl]-1,3-benzothiazol-2-amine